C(C)(C)(C)OC(=O)N(CCN1C(=NC2=C1C=C(C=C2)C(=O)O)CC2=C(C=C(C(=C2)F)C2=NC(=CC=C2)OCC2=C(C=C(C=C2)C#N)F)F)C2CC2 1-(2-((tert-butoxycarbonyl)(cyclopropyl)amino)ethyl)-2-(4-(6-((4-cyano-2-fluorobenzyl)oxy)pyridin-2-yl)-2,5-difluorobenzyl)-1H-benzo[d]imidazole-6-carboxylic acid